1-(2-(3-Benzoyl-5-methyl-2,4-dioxo-3,4-dihydropyrimidin-1(2H)-yl)spiro[3.5]nonan-7-yl)-3-butylpyrimidine-2,4,6(1H,3H,5H)-trione C(C1=CC=CC=C1)(=O)N1C(N(C=C(C1=O)C)C1CC2(C1)CCC(CC2)N2C(N(C(CC2=O)=O)CCCC)=O)=O